BrC=1C=C(C=CC1)C(C1CC(C1)O)C1=NN=CN1C 3-((3-bromophenyl)(4-methyl-4H-1,2,4-triazol-3-yl)methyl)-cyclobutan-1-ol